FC1(C2CN(CC12)C1=CC=C(C(=N1)CC)C=O)F 6-{6,6-difluoro-3-azabicyclo[3.1.0]hex-3-yl}-2-ethylpyridine-3-carbaldehyde